1,3-didodecylimidazolium-2-carboxylate C(CCCCCCCCCCC)N1C(=[N+](C=C1)CCCCCCCCCCCC)C(=O)[O-]